diisobutyl-cyclohexane diformate C(=O)O.C(=O)O.C(C(C)C)C1(CCCCC1)CC(C)C